C(C=C)(=O)N1C2C(CCC1CC2)CNC2=C1C(=NC=C2)NC=C1 4-(((8-Acryloyl-8-azabicyclo[3.2.1]octan-2-yl)methyl)amino)-1H-pyrrolo[2,3-b]pyridine